N-{5-[2-(2-methoxyethoxy)ethoxy]pyridin-2-yl}azetidine-3-carboxamide trifluoroacetate salt FC(C(=O)O)(F)F.COCCOCCOC=1C=CC(=NC1)NC(=O)C1CNC1